C(C)C1(C(CCC(C1)(F)F)(OC)OC)O 1-ethyl-5,5-difluoro-2,2-dimethoxy-cyclohexane-1-ol